C(C)N1N(C2=CC(=CC=C2C1=O)NC1=NC=C(C(=C1)N[C@H](CO)C1=CC=CC=C1)C1=NC2(CO1)CCOCC2)C(C)C (S)-2-ethyl-6-((4-((2-hydroxy-1-phenylethyl)amino)-5-(3,8-dioxa-1-azaspiro[4.5]dec-1-en-2-yl)pyridin-2-yl)amino)-1-isopropyl-1,2-dihydro-3H-indazol-3-one